ClC=1C=C(C=CC1F)NC(=O)C1=C(N=CN1C)C1CC2CC(CC2C1)(C1=C(C=NN1C)OC)O N-(3-chloro-4-fluorophenyl)-4-(5-hydroxy-5-(4-methoxy-1-methyl-1H-pyrazol-5-yl)octahydropentalen-2-yl)-1-methyl-1H-imidazole-5-carboxamide